C(#C)C1CC1 ethynylcyclopropane